O(C1=CC=CC=C1)C1=CC=C(OC2=C(C=NC=C2)C=2C=NCCC2)C=C1 4'-(4-phenoxyphenoxy)-5,6-dihydro-[3,3'-bipyridin]